Cl.C(C1=CC=CC=C1)S(=O)(=O)C=CC[C@H](N)C(=O)O 3-(benzylsulfonylvinyl)-alanine hydrochloride